OC1=C(C(=CC(=C1S(=O)(=O)O)CCCCC)O)C1C(CCC(=C1)C)C(=C)C 2,6-dihydroxy-5'-methyl-4-pentyl-2'-(prop-1-en-2-yl)-1',2',3',4'-tetrahydro-[1,1'-biphenyl]-3-sulfonic acid